1-cyclopropyl-3-(5,6-dichloropyridin-3-yl)-5-(2-(3-fluoro-3-methylazetidin-1-yl)-2-oxoethyl)-1H-pyrrolo[3,2-c]pyridin-4(5H)-one C1(CC1)N1C=C(C=2C(N(C=CC21)CC(=O)N2CC(C2)(C)F)=O)C=2C=NC(=C(C2)Cl)Cl